O=C1N(C(SC1=CC1=CC=C(C=C1)C1=CC(=CC=C1)C(F)(F)F)=S)C(C(=O)O)C1CCCC1 2-(4-oxo-2-thioxo-5-((3'-(trifluoromethyl)-[1,1'-biphenyl]-4-yl)methylene)thiazolidin-3-yl)-2-cyclopentylacetic acid